1-(3-acetyl-6-chloro-2-pyridinyl)-3-cyano-6,7-dihydro-4H-pyrazolo[4,3-c]pyridine-5-carboxylic acid tert-butyl ester C(C)(C)(C)OC(=O)N1CC2=C(CC1)N(N=C2C#N)C2=NC(=CC=C2C(C)=O)Cl